tert-butyl 4-(3-{[(1H-benzimidazol-2-yl)methyl]amino}-6-cyclopropyl-1H-pyrazolo[3,4-b]pyrazin-1-yl)piperidine-1-carboxylate N1C(=NC2=C1C=CC=C2)CNC2=NN(C1=NC(=CN=C12)C1CC1)C1CCN(CC1)C(=O)OC(C)(C)C